4-(4-dodecyl-thiophen-2-yl)-7-(thiophen-2-yl)-5-chloro-benzo[1,2,5]thiadiazole C(CCCCCCCCCCC)C=1C=C(SC1)C1=C(C=C(C=2C1=NSN2)C=2SC=CC2)Cl